SC(C(=O)[O-])CCC mercaptovalerate